N-[(vinyloxy)carbonyl]-β-alanine C(=C)OC(=O)NCCC(=O)O